CN1CCC(CC1)C1(CC1)[C@H]1N=C(C2=CC=CC=C2C1)C1=CC=C(C=C1)F (S)-1-(1-methylpiperidin-4-yl)cyclopropyl-1-(4-fluorophenyl)-3,4-dihydroisoquinoline